sodium pentahydroxybenzenepropiolic acid OC1=C(C(=C(C(=C1C#CC(=O)O)O)O)O)O.[Na]